ClC1=C(C=CC=C1)C(O)C1CCCC1 1-(2-chlorophenyl)(cyclopentyl)methanol